NC(C)(C)C1=C2C=C(N=CC2=C(C=N1)OC)NC1=CC=C2C(=N1)CC(OC2=O)(C)C ((5-(2-aminopropan-2-yl)-8-methoxy-2,6-naphthyridin-3-yl)amino)-7,7-dimethyl-7,8-dihydro-5H-pyrano[4,3-b]pyridin-5-one